trimethyl triacrylate C(C=C)(=O)OC.C(C=C)(=O)OC.C(C=C)(=O)OC